tribenzyl-(1-ethoxyvinyl)stannane C(C1=CC=CC=C1)[Sn](C(=C)OCC)(CC1=CC=CC=C1)CC1=CC=CC=C1